[C@H]12CN(C[C@H](CC1)N2)C2=NC(=NC1=C(C(=CC=C21)C2=C(C=CC=C2F)O)F)OCC21CCCN1CCC2 2-(4-((1R,5S)-3,8-diazabicyclo[3.2.1]octan-3-yl)-8-fluoro-2-((tetrahydro-1H-pyrrolizin-7a(5H)-yl)methoxy)quinazolin-7-yl)-3-fluorophenol